N-methyl-1-(2-methyl-7-(thiazol-5-yloxy)benzofuran-3-yl)methylamine trifluoroacetate FC(C(=O)O)(F)F.CNCC1=C(OC2=C1C=CC=C2OC2=CN=CS2)C